ClCC=1OC(OC1C)=O 4-(chloromethyl)-5-methyl-2H-1,3-dioxol-2-one